OC(CCN1C(C=CC(=C1)B1OC(C(O1)(C)C)(C)C)=O)(C)C 1-(3-hydroxy-3-methylbutyl)-5-(4,4,5,5-tetramethyl-1,3,2-dioxaborolan-2-yl)pyridin-2(1H)-one